CC1=CC=C(C2=C[Se]C=C21)C 4,7-dimethyl-benzo[c]selenophene